C(=O)C1=CC=2C(=NOC2C(=O)NC=2SC(=NN2)SC)C=C1 5-Formyl-N-(5-(methylthio)-1,3,4-thiadiazol-2-yl)benzo[c]isoxazole-3-carboxamide